FC1=CC=C(C=C1)C1=NC(=NC(=N1)C1=CC=C(C=C1)OC)NC1=CC=C(C=C1)C(C(=O)O)=C (4-((4-(4-fluorophenyl)-6-(4-methoxyphenyl)-1,3,5-triazin-2-yl)amino)phenyl)acrylic acid